C(CCC)N1C(NC=2N=C(NC(C12)=O)CC(=O)N)=O (7-butyl-6,8-dioxo-6,7,8,9-tetrahydro-1H-purin-2-yl)acetamide